COC(=O)C1=CSC(=C1NC(=O)OC(C)(C)C)Cl 4-((tert-butoxycarbonyl)amino)-5-chlorothiophene-3-carboxylic acid methyl ester